(trans)-2-(4-(benzyloxy)phenyl)-N-((1-methylpiperidin-4-yl)methyl)cyclopropanamine C(C1=CC=CC=C1)OC1=CC=C(C=C1)[C@H]1[C@@H](C1)NCC1CCN(CC1)C